3-[(2-ethoxy-3-fluorophenyl)amino]-2-[3-(2-methoxyethoxy)pyridin-4-yl]-1,5,6,7-tetrahydro-4H-pyrrolo[3,2-c]pyridin-4-one C(C)OC1=C(C=CC=C1F)NC1=C(NC2=C1C(NCC2)=O)C2=C(C=NC=C2)OCCOC